heptadecan-9-yl 8-((3-aminopropyl)(6-(((nonyloxy)carbonyl)oxy)hexyl)amino)octanoate NCCCN(CCCCCCCC(=O)OC(CCCCCCCC)CCCCCCCC)CCCCCCOC(=O)OCCCCCCCCC